6-(4-Chloro-2-(4-methyl-4H-1,2,4-triazol-3-yl)phenyl)-2-(4-(1-(cyclopentyl-amino)ethyl)-6-methylpyridin-2-yl)isoindolin-1-one ClC1=CC(=C(C=C1)C1=CC=C2CN(C(C2=C1)=O)C1=NC(=CC(=C1)C(C)NC1CCCC1)C)C1=NN=CN1C